2-((3-((S)-4-(((R)-1-acetylpyrrolidin-3-yl)methyl)-2-methylpiperazin-1-yl)-2-chloro-5-cyanophenyl)amino)-4-(cyclopropylamino)pyrazolo[1,5-a][1,3,5]triazine-8-carbonitrile C(C)(=O)N1C[C@H](CC1)CN1C[C@@H](N(CC1)C=1C(=C(C=C(C1)C#N)NC1=NC=2N(C(=N1)NC1CC1)N=CC2C#N)Cl)C